(E)- or (Z)-4-(methoxyimino)-1,3-dimethyl-9-oxo-4,9-dihydro-1H-naphtho[2,3-d]imidazolium CON=C1C2=CC=CC=C2C(C=2[NH+](CN(C21)C)C)=O